2-((4-(2-(4-chloro-2-fluorophenyl)-2-methylbenzo[d][1,3]dioxol-4-yl)piperidin-1-yl)methyl)-3-methoxy-5-(1H-tetrazol-5-yl)pyridine ClC1=CC(=C(C=C1)C1(OC2=C(O1)C=CC=C2C2CCN(CC2)CC2=NC=C(C=C2OC)C2=NN=NN2)C)F